[2-[4-(dimethylamino)butanoyloxymethyl]-3-[(Z)-tetradec-9-enoyl]oxy-2-[[(Z)-tetradec-9-enoyl]oxymethyl]propyl](Z)-tetradec-9-enoate CN(CCCC(=O)OCC(COC(CCCCCCC\C=C/CCCC)=O)(COC(CCCCCCC\C=C/CCCC)=O)COC(CCCCCCC\C=C/CCCC)=O)C